sodium potassium bis(trimethylsilyl)amide C[Si](C)(C)[N-][Si](C)(C)C.[K+].[Na+].C[Si](C)(C)[N-][Si](C)(C)C